2,6-dichloro-4-(trichloromethyl)-benzoyl chloride ClC1=C(C(=O)Cl)C(=CC(=C1)C(Cl)(Cl)Cl)Cl